p-nitrosulfathiazole O=[N+]([O-])C1C=CC(S(=O)(=O)NC2=NC=CS2)=CC=1